CC1=C(C=NC=C1)C1=CCN(C2=CC=CC=C12)C=1SC=C(N1)C 4-(4-methylpyridin-3-yl)-N-(4-methylthiazol-2-yl)quinoline